C(CCC)[SiH3] normal butylsilane